CNCC1=CC=CC=C1 (R)-(-)-methylbenzylamine